N-(2-methoxyethyl)-2-(3-methoxyphenyl)benzotriazol-5-amine COCCNC1=CC=2C(=NN(N2)C2=CC(=CC=C2)OC)C=C1